N-methoxymethyl-o-fluoroaniline ammonium [NH4+].COCNC1=C(C=CC=C1)F